S(C)(=O)(=O)OCC(CCCCCCCC)(C)C 2,2-dimethyldecyl mesylate